N-[3-(2-[[(2R)-2-hydroxypropyl]amino]-6-(morpholin-4-yl)pyridin-4-yl)-4-methylphenyl]-3-(2,2,2-trifluoroethyl)-2,5-dihydropyrrole-1-carboxamide O[C@@H](CNC1=NC(=CC(=C1)C=1C=C(C=CC1C)NC(=O)N1CC(=CC1)CC(F)(F)F)N1CCOCC1)C